6,8-Dimethyl-2-nonanol CC(CCCC(C)O)CC(C)C